BrC1=NN(C(=C1[C@@H]1[C@H](C(N(C1)C)=O)C(=O)NC1=C(C=C(C=C1)F)F)Cl)C (3S,4S)-4-(3-bromo-5-chloro-1-methyl-pyrazol-4-yl)-N-(2,4-difluorophenyl)-1-methyl-2-oxo-pyrrolidine-3-carboxamide